dimethyl-[(3-nitrophenyl)methyl]amine CN(CC1=CC(=CC=C1)[N+](=O)[O-])C